3-bromo-N-phenyl-N-(3-(benzophenanthren-2-yl)phenyl)aniline BrC=1C=C(N(C2=CC(=CC=C2)C=2C=C3C=4C=CC=CC4C4=C(C3=CC2)C=CC=C4)C4=CC=CC=C4)C=CC1